(trifluoromethyl)phenol HCl Cl.FC(F)(F)C1=C(C=CC=C1)O